isocapronitrile C(CCC(C)C)#N